5-(benzofuran-5-yloxy)-N-((4,5-dichlorothiophen-2-yl)sulfonyl)-1H-indole-2-carboxamide O1C=CC2=C1C=CC(=C2)OC=2C=C1C=C(NC1=CC2)C(=O)NS(=O)(=O)C=2SC(=C(C2)Cl)Cl